6-(3-amino-6-(3-((dimethylamino)methyl)-4-(tetrahydro-2H-pyran-4-yl)phenyl)-5-fluoropyrazin-2-yl)-4-chloro-8-fluoro-3-methylisoquinolin-1(2H)-one NC=1C(=NC(=C(N1)F)C1=CC(=C(C=C1)C1CCOCC1)CN(C)C)C=1C=C2C(=C(NC(C2=C(C1)F)=O)C)Cl